4H-1,2,4-triazole-3,5-dicarboxylic acid N=1N=C(NC1C(=O)O)C(=O)O